C([O-])([O-])=O.CC=1N(C=C[N+]1CCCC)CCCC.CC=1N(C=C[N+]1CCCC)CCCC methyl-1,3-di-n-butylimidazolium carbonate